5-chloro-4-hydroxy-1-methyl-2-oxo-N-phenyl-quinoline-3-carboxamide potassium [K].ClC1=C2C(=C(C(N(C2=CC=C1)C)=O)C(=O)NC1=CC=CC=C1)O